[N+](=O)([O-])[O-].[Cr+3].C(C)(=O)[O-].[Al+3] aluminum acetate chromium nitrate